C(C)(C)(C)NC(C(=O)N[C@H](C(N[C@@H](C[C@H]1C(NCC1)=O)C(COC(F)(F)F)=O)=O)CC1CC1)=O N1-(tert-butyl)-N2-((S)-3-cyclopropyl-1-oxo-1-(((S)-3-oxo-1-((S)-2-oxopyrrolidin-3-yl)-4-(trifluoromethoxy)butan-2-yl)amino)propan-2-yl)oxalamide